C(OC1CC2(CCC1)O[C@@]1(OO2)[C@H]2CC[C@@H](C1)C2)(OC2=CC=C(C=C2)[N+](=O)[O-])=O (1S,2S,4R)-dispiro[bicyclo[2.2.1]heptane-2,3'-[1,2,4]trioxolane-5',1''-cyclohexan]-3''-yl (4-nitrophenyl) carbonate